BrC1=NN(C(=C1)CC(C)C)C1=CC(=CC=C1)OC 3-Bromo-5-isobutyl-1-(3-methoxyphenyl)pyrazole